2-methyl-3-((4-(methylamino)-5-(trifluoromethyl)pyrimidin-2-yl)amino)-1H-indole-7-carbonitrile CC=1NC2=C(C=CC=C2C1NC1=NC=C(C(=N1)NC)C(F)(F)F)C#N